FC([C@@H]1CCC(N1)=O)(F)F (5S)-5-(trifluoromethyl)-2-pyrrolidone